C(C)(=O)OC[C@H]1CN(CCN1C1=NC=C(C(=C1)I)C(F)(F)F)C(=O)OC(C)(C)C tert-butyl (R)-3-(acetoxymethyl)-4-(4-iodo-5-(Trifluoromethyl)pyridin-2-yl)piperazine-1-carboxylate